1-Tert-butyl (4-(4-((3-carbamoyl-1-(4-((5-hydroxypentyl)(methyl)carbamoyl)phenyl)-1H-pyrazol-4-yl)carbamoyl)oxazol-2-yl)pyridin-2-yl)(cyclopropylmethyl)carbamate C(N)(=O)C1=NN(C=C1NC(=O)C=1N=C(OC1)C1=CC(=NC=C1)N(C(OC(C)(C)C)=O)CC1CC1)C1=CC=C(C=C1)C(N(C)CCCCCO)=O